N(C(=N)N)C1=CC=C(C(=O)OC=2C=3N(C(=CC2)CC(=O)NS(=O)(=O)C)N=CN3)C=C1 5-(2-(methylsulfonamido)-2-oxoethyl)-[1,2,4]triazolo[1,5-a]pyridin-8-yl 4-guanidinobenzoate